4-((3,5-dibromopyridin-4-yl)methyl)dihydrofuran-2(3H)-one BrC=1C=NC=C(C1CC1CC(OC1)=O)Br